O=C(CNC(OC(C)(C)C)=O)NCCNC(C(F)(F)F)=O tert-butyl (2-oxo-2-((2-(2,2,2-trifluoroacetamido) ethyl)amino)ethyl)carbamate